6-((6-amino-2-(difluoromethyl)pyrimidin-4-yl)amino)-N-cyclopropyl-4-(cyclopropylamino)nicotinamide NC1=CC(=NC(=N1)C(F)F)NC1=NC=C(C(=O)NC2CC2)C(=C1)NC1CC1